NC(C=1C=CC(=C(C1)NC(=O)C1=CC(=NN1C1=CC(=CC=C1)C#N)C(F)(F)F)F)C1=CC=CC=C1 (-)-N-(5-(amino(phenyl)methyl)-2-fluorophenyl)-1-(3-cyanophenyl)-3-(trifluoromethyl)-1H-pyrazole-5-carboxamide